COC1CCN(CC1)C(\C=C\C1=C(N=C2N1N=CC=C2)C2=CC=CC=C2)=O (E)-1-(4-methoxypiperidin-1-yl)-3-(2-phenylimidazo[1,2-b]pyridazin-3-yl)prop-2-en-1-one